3-benzyl-3,9-diazaspiro[5.5]undecane C(C1=CC=CC=C1)N1CCC2(CC1)CCNCC2